1-[2-(2,6-Dioxo-3-piperidyl)-1,3-dioxo-isoindolin-5-yl]azetidine O=C1NC(CCC1N1C(C2=CC=C(C=C2C1=O)N1CCC1)=O)=O